C(=O)(O)C1=C(C=C(C=C1)B(O)O)F 4-Carboxy-3-fluorobenzeneboronic acid